BrC1=CC=2NC=3CCC(CC3C2N=C1Cl)OC 3-bromo-2-chloro-8-methoxy-6,7,8,9-tetrahydro-5H-pyrido[3,2-b]indole